C(C)(C)(C)OC(=O)N1C=CC=2C1=C(N=CC2)OC 7-methoxy-pyrrolo[2,3-c]pyridine-1-carboxylic acid tert-butyl ester